Cl.Cl.Cl.NCCN1CC(CC1)NC(=O)C1=CC2=C(N(C(=N2)NC=2SC3=C(N2)C=CC(=C3)Cl)C)C=C1 2-(6-Chloro-benzothiazol-2-ylamino)-1-methyl-1H-benzoimidazole-5-carboxylic acid [1-(2-amino-ethyl)-pyrrolidin-3-yl]-amide trihydrochloride